CC1(OCCC1=O)C 2,2-dimethyl-tetra-hydrofuran-3-one